[Na].[Na].OCCN(CC(=O)O)CC(=O)O hydroxyethyliminodiacetic acid Disodium